tert-butyl ((1S)-5-bromo-3-hydroxy-2,3-dihydro-1H-inden-1-yl)carbamate BrC=1C=C2C(C[C@@H](C2=CC1)NC(OC(C)(C)C)=O)O